CC1=C(C=CC=C1N=C=O)N=C=O 2-methyl-m-phenylendiisocyanat